[Si](C)(C)(C(C)(C)C)OCC1(CC1)O 1-(((tert-butyldimethylsilyl)oxy)methyl)cyclopropan-1-ol